N-((1s,4s)-4-(3-(4-(3,4-dichlorophenyl)but-3-yn-2-yl)ureido)cyclohexyl)ethenesulfonamide ClC=1C=C(C=CC1Cl)C#CC(C)NC(NC1CCC(CC1)NS(=O)(=O)C=C)=O